SC(CC(=O)OCCCCOC(CC(C)S)=O)C 1,4-butanediyl bis(3-mercaptobutyrate)